C(C)C1(CCC1)C(=O)N(CC1=CC(=C(C(=C1)F)F)F)C 1-ethyl-N-methyl-N-(3,4,5-trifluorobenzyl)cyclobutanecarboxamide